O1C(OCC1)C=1C=CC(=NC1)C1=C2CCN(C2=CC(=C1)OC)C=1C=C(C=2N(N1)C(=CN2)C(=O)N[C@H]2[C@H](C2)F)N(C)CC2=CC=C(C=C2)OC 6-(4-(5-(1,3-Dioxolan-2-yl)pyridin-2-yl)-6-methoxyindolin-1-yl)-N-((1R,2S)-2-fluorocyclopropyl)-8-((4-methoxybenzyl)(methyl)amino)imidazo[1,2-b]pyridazine-3-carboxamide